4-cyclohexenedimethanol tert-Butyl-2-methyl-3-oxo-5,7-dihydropyrrolo[3,4-c]pyridazine-6-carboxylate C(C)(C)(C)C1=C2C(=NN(C1=O)C)CN(C2)C(=O)OCC2(CCC=CC2)CO